Cyclopropane-1,1-diyl-dimethanol C1(CC1)(CO)CO